tert-butyl {2-[2-(2-{[(2,5-dioxo-2,5-dihydro-1H-pyrrol-1-yl)acetyl]amino}ethoxy)ethoxy]ethyl}carbamate O=C1N(C(C=C1)=O)CC(=O)NCCOCCOCCNC(OC(C)(C)C)=O